N-((2S,3S)-1-(((S)-1,1-bis(4-ethoxyphenyl)propan-2-yl)amino)-3-methyl-1-oxopentan-2-yl)-3-hydroxy-4-methoxypicolinamide C(C)OC1=CC=C(C=C1)C([C@H](C)NC([C@H]([C@H](CC)C)NC(C1=NC=CC(=C1O)OC)=O)=O)C1=CC=C(C=C1)OCC